chromium nonaldehyde C(CCCCCCCC)=O.[Cr]